4,4'-(1-(2-(4-hydroxyphenyl)-2-propyl)phenyl)ethylenebisphenol OC1=CC=C(C=C1)C(C)(C)C1(CC=CC=C1)C1=C(C=CC(=C1)CCC1=CC=C(C=C1)O)O